N-[4-[[4-[[2-(6-methyl-2-pyridyl)pyrimidin-4-yl]amino]pyrimidin-2-yl]amino]phenyl]azetidine-3-carboxamide CC1=CC=CC(=N1)C1=NC=CC(=N1)NC1=NC(=NC=C1)NC1=CC=C(C=C1)NC(=O)C1CNC1